1-(2-aminoethyl)-4-piperidinemethanol NCCN1CCC(CC1)CO